trans-4-(2-(2-hydroxy-4-methoxyphenyl)-6-(benzenesulfonyl)imidazo[4,5-d]pyrrolo[2,3-b]pyridin-1(6H)-yl)cyclohexanecarbonitrile OC1=C(C=CC(=C1)OC)C1=NC=2C(=C3C(=NC2)N(C=C3)S(=O)(=O)C3=CC=CC=C3)N1[C@@H]1CC[C@H](CC1)C#N